C(#N)C=1N(C2=CC=CC=C2C1)CCNC1=CC(=NC=N1)C1=CC(=C(S1)C(=O)O)OCC 5-{6-[2-(2-Cyano-indol-1-yl)-ethylamino]-pyrimidin-4-yl}-3-ethoxy-thiophene-2-carboxylic acid